4-[(E)-2-(2-Quinolinyl)vinyl]phenol N1=C(C=CC2=CC=CC=C12)/C=C/C1=CC=C(C=C1)O